C(C)(C)(C1=CC=CC=C1)C1=C(OC2(OCC3(CO2)COC(OC3)(P(=O)=O)OC3=C(C=C(C=C3)C(C)(C)C3=CC=CC=C3)C(C)(C)C3=CC=CC=C3)P(=O)=O)C=CC(=C1)C(C)(C)C1=CC=CC=C1 3,9-bis(2,4-dicumylphenoxy)-2,4,8,10-tetraoxa-3,9-diphosphospiro[5.5]undecane